C(C)(C)C12CCC(CC1)O2 4-isopropyl-7-oxabicyclo[2.2.1]heptane